C1=CC=CC=2OC3=CC=CC=C3C(C12)(C1=CC=C(C=C1)O)C1=CC=C(C=C1)O 4,4'-(9H-xanthene-9,9-diyl)diphenol